N1CCC(CC1)C=1C=C2C=CN(C2=CC1)C1C(NC(CC1)=O)=O 3-[5-(4-piperidyl)indol-1-yl]piperidine-2,6-dione